O=C1CCC(N1CC=1SC=CN1)C(=O)O 5-Oxo-1-[(1,3-thiazol-2-yl)methyl]pyrrolidine-2-carboxylic Acid